C[C@@]12C(CC[C@H]1[C@@H]1CCC=3C=CC=CC3[C@H]1CC2)CC(=O)[O-] estra-1,3,5(10)-trien-17-acetate